(4-((4-(tert-butylamino)-6-(6-(1,1-difluoroethyl)pyridin-2-yl)-1,3,5-triazin-2-yl)amino)pyridin-2-yl)cyclopropanecarbonitrile C(C)(C)(C)NC1=NC(=NC(=N1)C1=NC(=CC=C1)C(C)(F)F)NC1=CC(=NC=C1)C1(CC1)C#N